(S)-6-(1-amino-1,3-dihydrospiro[indene-2,4'-piperidin]-1'-yl)-3-(1-(2-(methylsulfonyl)pyridin-4-yl)vinyl)-1H-pyrazole N[C@@H]1C2=CC=CC=C2CC12CCN(CC2)C2=CC(=CC(=N2)S(=O)(=O)C)C(=C)C2=NNC=C2